CCCCCCCCCCCCCC/C=C\OC[C@H](COP(=O)([O-])OCC[N+](C)(C)C)OC(=O)CCCCCCCCCCCCC 1-(1Z-hexadecenyl)-2-tetradecanoyl-glycero-3-phosphocholine